6-benzyloxy-2-phenyl-3,4-dihydroisoquinolin-1-one C(C1=CC=CC=C1)OC=1C=C2CCN(C(C2=CC1)=O)C1=CC=CC=C1